ClC1=C(C2=C(OCCO2)C=C1)N1CCN(CC1)C 6-chloro-5-(4-methylpiperazin-1-yl)-2,3-dihydro-1,4-benzodioxine